O=C1NC(CCC1N1C(C2=CC=CC(=C2C1)NCC(=O)O)=O)=O 2-[[2-(2,6-dioxo-3-piperidinyl)-1-oxo-isoindolin-4-yl]amino]acetic acid